2-(4-(5-((4-((4-(acetamidomethyl)piperidin-1-yl)methyl)-6-(3,5-dichlorophenyl)pyridin-2-yl)oxy)pyridin-2-yl)piperazin-1-yl)acetic acid C(C)(=O)NCC1CCN(CC1)CC1=CC(=NC(=C1)C1=CC(=CC(=C1)Cl)Cl)OC=1C=CC(=NC1)N1CCN(CC1)CC(=O)O